5-fluoro-8-(4-fluorophenyl)-9-((6r,7as)-6-hydroxytetrahydro-1H-pyrrolo[1,2-c]imidazole-1,3(2H)-dione-2-yl)-8,9-dihydro-2H-pyrido[4,3,2-de]phthalazin-3(7H)-one FC=1C=C2C=3C(=NNC(C3C1)=O)C(C(N2)C2=CC=C(C=C2)F)N2C(N1[C@H](C2=O)C[C@H](C1)O)=O